C(CCCCCC)OC[C@@H](COCCCCCCCC\C=C/C\C=C/CCCCC)N(C)C (2S)-1-(heptoxy)-N,N-dimethyl-3-[(Z,12Z)-octadeca-9,12-dien-1-yloxy]propan-2-amine